C[Si](Cl)(C)C methyl-dimethyl-chlorosilane